BrC1=C(C=C2C(=NC(=NC2=C1F)Cl)N1CC=2N(CC1)C(=NC2)C=C)Cl 7-bromo-2,6-dichloro-8-fluoro-4-(3-vinyl-5,6-dihydroimidazo[1,5-a]pyrazin-7(8H)-yl)quinazoline